(1R)-6-methoxy-1-methyl-3,4-dihydro-1H-isoquinoline-2-carboxylic acid tert-butyl ester C(C)(C)(C)OC(=O)N1[C@@H](C2=CC=C(C=C2CC1)OC)C